FC=1C=C(C=C(C1)F)N1N=C(C(=C1)C1OC(C(N1CCC1=CC2=CC(N=C2C=C1)=O)=O)C)C=1C=NC(=CC1)F 2-(1-(3,5-difluorophenyl)-3-(6-fluoropyridin-3-yl)-1H-pyrazol-4-yl)-5-methyl-3-(2-(2-oxoindol-5-yl)ethyl)oxazolidin-4-one